2-methoxy-3,5-dinitropyridine COC1=NC=C(C=C1[N+](=O)[O-])[N+](=O)[O-]